CN(CC#CC1=C(C=CC=C1)CN1N=CC(=C1)B1OC(C(O1)(C)C)(C)C)C N,N-dimethyl-3-(2-((4-(4,4,5,5-tetramethyl-1,3,2-dioxaborolan-2-yl)-1H-pyrazol-1-yl)methyl)phenyl)prop-2-yn-1-amine